C(C)C=1C=C(C=CC1C(=O)N1CCN(CC1)C(=O)C1CCNCC1)NC(=O)C=1N(C(=CN1)C=1C(=NN(C1)CC=1C=NC=CC1)C(F)(F)F)C N-[3-ethyl-4-[4-(piperidine-4-carbonyl)piperazine-1-carbonyl]phenyl]-1-methyl-5-[1-(pyridin-3-ylmethyl)-3-(trifluoromethyl)pyrazol-4-yl]imidazole-2-carboxamide